N1(CCC1)CC1(CC1)NC(=O)[C@@H]1C([C@H]1C1=CC=CC=C1)(C)C trans-N-(1-(azetidin-1-ylmethyl)cyclopropyl)-2,2-dimethyl-3-phenylcyclopropane-1-carboxamide